ClC=1C=CC(=NC1)[C@H](COC1=NN=C(S1)NC(C1=CN=C(C=C1C1=C(C=CC=C1)OC)C)=O)O (R)-N-(5-(2-(5-chloropyridin-2-yl)-2-hydroxyethoxy)-1,3,4-thiadiazol-2-yl)-4-(2-methoxyphenyl)-6-methylnicotinamide